nickel (triphenylphosphine) dibromide [Br-].[Br-].C1(=CC=CC=C1)P(C1=CC=CC=C1)C1=CC=CC=C1.[Ni+2]